FC(C1=C(C=C(C(=C1N)C(C)=O)Br)C1=C(C=C(C(=C1)Br)C(C)=O)C(F)(F)F)(F)F 2,2'-bis(trifluoromethyl)-5,5'-dibromo-4,4'-diacetyl-aminobiphenyl